6-Chloro-5-p-tolylmethanesulfonyl-1H-benzoimidazol ClC=1C(=CC2=C(NC=N2)C1)S(=O)(=O)CC1=CC=C(C=C1)C